NC1=NC=C(C=C1C(=O)N[C@@H]1[C@H](CCC1)OCC1=CC=C(C=C1)C1=CC=C2C(=CNC2=C1)C1CCN(CC1)C)C=1C=NN(C1)C amino-N-[(1S,2S)-2-({4-[3-(1-methylpiperidin-4-yl)-1H-indol-6-yl]phenyl}methoxy)cyclopentyl]-5-(1-methyl-1H-pyrazol-4-yl)pyridine-3-carboxamide